N1(CCNCC1)C=1C=CC(=C2C=C(N=CC12)C(=O)O)OC1CCNCC1 8-(piperazin-1-yl)-5-(piperidin-4-yloxy)isoquinoline-3-carboxylic acid